IC1=CC=2N(C=C1)C(N(N2)C)=O 7-iodo-2-methyl-[1,2,4]triazolo[4,3-a]pyridin-3(2H)-one